IC=1C=C(C(=CC1)C1=C(C=CC=C1)C(F)(F)F)C(=O)OC methyl 4-iodo-2'-(trifluoromethyl)[1,1'-biphenyl]-2-carboxylate